N-((S)-4-((3-(2-(piperidin-3-ylamino)pyrimidin-4-yl)pyridin-2-yl)oxy)-3-fluorophenyl)2-chlorobenzenesulfonamide N1C[C@H](CCC1)NC1=NC=CC(=N1)C=1C(=NC=CC1)OC1=C(C=C(C=C1)NS(=O)(=O)C1=C(C=CC=C1)Cl)F